tetrahydrofuran-3-yl (3S)-(3-(4-((2-chloro-1H-imidazol-1-yl)methyl)phenyl)-5-isobutylthiophen-2-yl)sulfonylcarbamate ClC=1N(C=CN1)CC1=CC=C(C=C1)C1=C(SC(=C1)CC(C)C)S(=O)(=O)NC(OC1COCC1)=O